FC=1C(=CC(=NC1)OC)C1=CC(=NN1)C(=O)N1C2(CC2)C[C@H](CC1)C(=O)O (7s)-4-[5-(5-fluoro-2-methoxypyridin-4-yl)-1H-pyrazole-3-carbonyl]-4-azaspiro[2.5]octane-7-carboxylic acid